methyl (1R,2R,6S)-2-hydroxy-9-(hydroxymethyl)-3-oxabicyclo[4.3.0]nona-4,8-diene-5-carboxylate O[C@H]1[C@H]2C(=CC[C@@H]2C(=CO1)C(=O)OC)CO